CN1/C(=C/C=C/C2=CC=[N+](C3=CC=CC=C23)CCCC(=[N+](C)C)CCCC(=[N+](C)C)CCC[N+]4=CC=C(C5=CC=CC=C45)/C=C/C=C/6\\SC7=CC=CC=C7N6C)/SC8=CC=CC=C18.[I-].[I-].[I-].[I-] The molecule is a cyanine dye and an organic iodide salt. It has a role as a fluorochrome. It contains a ToTo-3(4+).